C(C)(C)(C)C=1C=C2C(=C(C=NC2=CC1)C(=O)OCC)O ethyl 6-(tert-butyl)-4-hydroxyquinoline-3-carboxylate